hexahydro-1'H-spiro[azetidine-3,6'-pyrazino[2,1-c][1,4]oxazine]-1-carboxylate C1OCCN2C1CNCC21CN(C1)C(=O)[O-]